N-(3-(3'-chloro-6-methoxy-5-((((5-oxopyrrolidin-2-yl)methyl)amino)methyl)-[2,4'-bipyridin]-2'-yl)-2-methylphenyl)-5-(((1-hydroxy-3-methylbutan-2-yl)amino)methyl)picolinamide ClC=1C(=NC=CC1C1=NC(=C(C=C1)CNCC1NC(CC1)=O)OC)C=1C(=C(C=CC1)NC(C1=NC=C(C=C1)CNC(CO)C(C)C)=O)C